OC(C1=CC=C(C=N1)NC(OC(C)(C)C)=O)C1(CC1)C1=NC=CC=C1 Tert-butyl (6-(hydroxy(1-(pyridin-2-yl)cyclopropyl)methyl)pyridin-3-yl)carbamate